C([O-])([O-])=O.[Cd+2] cadmium(II) carbonate